CS(=O)(=O)C1=CC=C(C=C1)C=1C(N(C2=CC=C(C=C2C1)C1=CC=C(C=C1)C1CCN(CC1)C1COC1)C)=O 3-(4-methanesulfonylphenyl)-1-methyl-6-{4-[1-(oxetan-3-yl)piperidin-4-yl]phenyl}-1,2-dihydro-quinolin-2-one